C(C)(=O)OCC1=C[C@H]2[C@H]3[C@@H](O1)OC([C@@H]2C=C3)=O ((1S,4aS,5R,7aS)-8-oxo-1,4a,5,7a-tetrahydro-1,5-(epoxymethano)cyclopenta[c]pyran-3-yl)methyl acetate